[Pd](Cl)Cl.C1(=CC=CC=C1)P([C-]1C=CC=C1)C1=CC=CC=C1.[C-]1(C=CC=C1)P(C1=CC=CC=C1)C1=CC=CC=C1.[Fe+2] 1,1'-bis(diphenyl-Phosphino)ferrocene palladium (II) chloride